(R)-2-(3-(4-amino-3-(2-fluoro-6-phenoxypyridin-3-yl)-1H-pyrazolo[3,4-d]pyrimidin-1-yl)piperidine-1-carbonyl)-5-methylhexa-2-enenitrile NC1=C2C(=NC=N1)N(N=C2C=2C(=NC(=CC2)OC2=CC=CC=C2)F)[C@H]2CN(CCC2)C(=O)C(C#N)=CCC(C)C